BrC=1C(=C(C=CC1)NS(=O)(=O)C1=CC(=C(C=C1)OC)Cl)F N-(3-bromo-2-fluoro-phenyl)-3-chloro-4-methoxy-benzenesulfonamide